Cl.Cl.N[C@@H]1CN(C[C@@H](C1)C)C1=C(C=NC=C1)NC(=O)C=1C(=C(C(=CC1)F)C1=C(C=C(C=C1F)OC1CCOCC1)F)F N-(4-((3S,5R)-3-amino-5-methylpiperidin-1-yl)pyridin-3-yl)-2,2',6,6'-tetrafluoro-4'-((tetrahydro-2H-pyran-4-yl)oxy)-[1,1'-biphenyl]-3-carboxamide dihydrochloride